(S)-2-(4-(7,7-difluoro-2-(2-methylazetidin-1-yl)-6,7-dihydro-5H-cyclopenta[d]-pyrimidine-4-yl)piperidin-1-yl)-1-(piperazin-1-yl)ethan-1-one FC1(CCC2=C1N=C(N=C2C2CCN(CC2)CC(=O)N2CCNCC2)N2[C@H](CC2)C)F